[Na].C(CCCCCCCCCCC)(=O)N(CCC(=O)O)C Lauroylmethyl-β-Alanine Sodium